(5-cyclopropyl-1H-pyrazole-3-yl)-2-(4-phenyl-3,6-dihydropyridin-1(2H)-yl)quinazolin-4-amine C1(CC1)C1=CC(=NN1)C1=C2C(=NC(=NC2=CC=C1)N1CCC(=CC1)C1=CC=CC=C1)N